6-(2-hydroxy-propan-2-yl)pyridin OC(C)(C)C1=CC=CC=N1